2-{[(2,4-Dimethylpyridin-3-yl)methyl]sulfanyl}-3H,5H,7H-thieno[3,4-d]pyrimidin-4-one CC1=NC=CC(=C1CSC=1NC(C2=C(N1)CSC2)=O)C